dicaffeoate sodium salt [Na+].C(\C=C\C1=CC(O)=C(O)C=C1)(=O)[O-].C(\C=C\C1=CC(O)=C(O)C=C1)(=O)[O-].[Na+]